IC(CCC=1N(C=CN1)C=C)CCC 3-iodohexyl-1-vinyl-imidazole